N1CC(C1)S(=O)(=O)C1=CC=C(OC[C@H]2C[C@H](N(C2)C2CCC=3C=CC(=CC3C2)C#N)C)C=C1 7-[(2R,4S)-4-{[4-(azetidine-3-sulfonyl)phenoxy]methyl}-2-methylpyrrolidin-1-yl]-5,6,7,8-tetrahydronaphthalene-2-carbonitrile